4-(2-((4-Chloro-1,3-dimethyl-1H-pyrazol-5-yl)sulfonyl)-2-azaspiro[3.4]octan-6-yl)morpholine ClC=1C(=NN(C1S(=O)(=O)N1CC2(C1)CC(CC2)N2CCOCC2)C)C